(2s,6s)-2-[(benzyloxy)methyl]-6-methylmorpholine-4-carboxylic acid tert-butyl ester C(C)(C)(C)OC(=O)N1C[C@H](O[C@H](C1)C)COCC1=CC=CC=C1